Cl.[C@@H]12OC[C@@H](NC1)C2 (1S,4S)-2-oxa-5-azabicyclo[2.2.1]heptane hydrogen chloride salt